O[C@@H]1CN(CC[C@@]12NCC1=CC=CC=C1C2)C(=O)C=2N=C1N(C=C(C=C1)C(C#N)C)C2 2-(2-{[(3R,3'R)-3'-hydroxy-1,4-dihydro-1'H,2H-spiro[isoquinoline-3,4'-piperidin]-1'-yl]carbonyl}imidazo[1,2-a]pyridin-6-yl)propanenitrile